Methyl 2-([5-(3-cyclopropoxyphenyl)-1-[2-[(3R)-3-hydroxypyrrolidin-1-yl]phenyl]-1H-pyrazol-3-yl]methoxy)-2-methylpropanoate C1(CC1)OC=1C=C(C=CC1)C1=CC(=NN1C1=C(C=CC=C1)N1C[C@@H](CC1)O)COC(C(=O)OC)(C)C